(R)-N-((S)-1-amino-1-oxobutan-2-yl)-3-(hydroxymethyl)hexanamide NC([C@H](CC)NC(C[C@@H](CCC)CO)=O)=O